Isopropoxycarbonyl-6-Methyl-Pyridinium C(C)(C)OC(=O)[N+]1=CC=CC=C1C